(R)-N-(4-(7-cyano-2-(4-methoxybenzyl)-4-(2-methylpyrrolidin-1-yl)-2H-indazol-6-yl)benzyl)-5-fluoro-2-methoxybenzamide C(#N)C1=C(C=C(C2=CN(N=C12)CC1=CC=C(C=C1)OC)N1[C@@H](CCC1)C)C1=CC=C(CNC(C2=C(C=CC(=C2)F)OC)=O)C=C1